ClC1=CC(=C(C=C1)C=1C=2N(N=C(C1)[C@@H]1C[C@@H](OCC1)C=1C=NN(C1)C1CC1)C(C(=C(N2)C(F)F)C)=O)F 9-(4-chloro-2-fluoro-phenyl)-7-[(2R,4S)-2-(1-cyclopropylpyrazol-4-yl)tetrahydropyran-4-yl]-2-(difluoromethyl)-3-methyl-pyrimido[1,2-b]pyridazin-4-one